Cl.C(C1=CC=CC=C1)NC([C@H](C)N1C(C(CC1=O)N(C)C)=O)=O (2S)-N-Benzyl-2-(3-(dimethylamino)-2,5-dioxopyrrolidin-1-yl)propanamid hydrochlorid